C(=O)(O)C=1C=C(C=CC1)C1=CC=C(C=2NC(=NC21)C2=CC=C(C=C2)C2=CC(=CC(=C2)C(=O)[O-])C(=O)[O-])C2=CC(=CC=C2)C(=O)O.[Na+].[Na+] sodium 4'-(4,7-bis(3-carboxyphenyl)-1H-benzo[d]imidazol-2-yl)-[1,1'-biphenyl]-3,5-dicarboxylate